OC[C@H](C1=CC=CC=C1)NC1=NC(=NC=C1C1=NC(=NO1)C1=CC=NC=C1)NC1=CC=C2C(=N1)N(N(C2=O)COC)C(C)C (S)-6-((4-((2-hydroxy-1-phenylethyl)amino)-5-(3-(pyridin-4-yl)-1,2,4-oxadiazol-5-yl)pyrimidin-2-yl)amino)-1-isopropyl-2-(methoxymethyl)-1,2-dihydro-3H-pyrazolo[3,4-b]pyridin-3-one